6-[(2R)-2-amino-3,3-dimethylbutyl]-2-chloro-N-[(furan-2-yl)methyl]-7H-pyrrolo[2,3-d]pyrimidin-4-amine N[C@H](CC1=CC2=C(N=C(N=C2NCC=2OC=CC2)Cl)N1)C(C)(C)C